N-(5-(6-(3-hydroxyphenyl)pyrazin-2-yl)thiophen-3-yl)pentanamide OC=1C=C(C=CC1)C1=CN=CC(=N1)C1=CC(=CS1)NC(CCCC)=O